C1(=CC=C(C=C1)OCCNC(OC(C)(C)C)=O)C tert-butyl (2-(p-tolyloxy)ethyl)carbamate